CN1N=C(C=C1[C@H]1N(CCC1)CC1=CC=C(OC2=C(C=C(C(=O)N)C=C2)F)C=C1)C 4-(4-{[(2S)-2-(1,3-dimethyl-1H-pyrazol-5-yl)pyrrolidin-1-yl]methyl}phenoxy)-3-fluorobenzamide